ClC1=C(C=C(C=C1)C=1SC=C(N1)SC=1N=NNC1C(=O)O)OC(C)C 4-((2-(4-chloro-3-isopropoxyphenyl)thiazol-4-yl)thio)-1H-1,2,3-triazole-5-carboxylic acid